CC1=C(OCC(=O)O)C=CC(=C1)OC\C=C(\C1=CC=C(C=C1)C(F)(F)F)/C1=CC=C(C=C1)C#CCN1N=CC=C1 (E)-[2-Methyl-4-[3-[4-[3-(pyrazol-1-yl)prop-1-ynyl]phenyl]-3-(4-trifluoromethylphenyl)-allyloxy]phenoxy]acetic acid